((6-(difluoromethoxy)-2-(3'-(5-((ethylamino)methyl)-6-fluorobenzo[d]oxazol-2-yl)-2,2'-dimethyl-[1,1'-biphenyl]-3-yl)benzo[d]oxazol-5-yl)methyl)-L-proline FC(OC1=CC2=C(N=C(O2)C=2C(=C(C=CC2)C2=C(C(=CC=C2)C=2OC3=C(N2)C=C(C(=C3)F)CNCC)C)C)C=C1CN1[C@@H](CCC1)C(=O)O)F